C[C@@H]1N(CC1)C=1N=C(C2=C(N1)CCC2)C2=CC=C(C=C2)N2CCN(CC2)C(=O)[O-] (S)-4-(4-(2-(2-methylazetidin-1-yl)-6,7-dihydro-5H-cyclopenta[d]pyrimidin-4-yl)phenyl)piperazine-1-carboxylate